NC=1C=2N(C=C(N1)N1N=CN=C1)C(=CN2)C=2C=C(C=CC2C)C(C(C)O)(F)F (3-(8-amino-6-(1H-1,2,4-triazol-1-yl)imidazo[1,2-a]pyrazin-3-yl)-4-methylphenyl)-1,1-difluoropropan-2-ol